4-[(1R)-1-phenylethylamino]-6-(4-hydroxyphenyl)-7H-pyrrolo[2,3-d]pyrimidine C1(=CC=CC=C1)[C@@H](C)NC=1C2=C(N=CN1)NC(=C2)C2=CC=C(C=C2)O